bromo-N-butylpyridin-3-amine BrC1=NC=CC=C1NCCCC